C12(CCC(CC1)CC2)CCCCCCCCCCC(=O)O 11-(bicyclo[2.2.2]octan-1-yl)undecanoic acid